1-((2S,5R)-5-((5-(1-hydroxycyclobutyl)-7H-pyrrolo[2,3-d]pyrimidin-4-yl)amino)-2-methylpiperidin-1-yl)prop-2-en-1-one OC1(CCC1)C1=CNC=2N=CN=C(C21)N[C@@H]2CC[C@@H](N(C2)C(C=C)=O)C